ClC=1C=C(C=CC1Cl)C=1C(=C(C=CC1)C1=C(C=NC=C1)CNC(=O)N)S(=O)(=O)N1CCNCC1 4-(3,4-dichlorophenyl-(piperazine-1-sulfonyl)phenyl)-1-(pyridin-3-ylmethyl)urea